ClC=1C(=NC=CC1C(F)(F)F)C(=O)NC1=CC(=C(C=C1)C)NC1=NC=CC=C1C1=C2N=CN(C2=NC=N1)C1OCCCC1 3-chloro-N-(4-methyl-3-((3-(9-(tetrahydro-2H-pyran-2-yl)-9H-purin-6-yl)pyridin-2-yl)amino)phenyl)-4-(trifluoromethyl)picolinamide